5-(2-methylbenzo[d]thiazol-6-yl)-N-((6-(4-methylpiperazin-1-yl)pyridin-3-yl)methyl)-7H-pyrrolo[2,3-d]pyrimidin-2-amine CC=1SC2=C(N1)C=CC(=C2)C2=CNC=1N=C(N=CC12)NCC=1C=NC(=CC1)N1CCN(CC1)C